[Sn].[Ca].[Na].ClC1=CC(=CC(=N1)NS(=O)(=O)CCC)OC N-(6-chloro-4-methoxypyridin-2-yl)propane-1-sulfonamide Sodium calcium tin